C(C)(C)(C)C1=CC=C(C=C1)NC1=CC2=C(SC3=C2C=C2C(CCC(C2=C3)(C)C)(C)C)C=C1B1OC(C(O1)(C)C)(C)C N-(4-(tert-butyl)phenyl)-7,7,10,10-tetramethyl-3-(4,4,5,5-tetramethyl-1,3,2-dioxaborolan-2-yl)-7,8,9,10-tetrahydrobenzo[b]naphtho[2,3-d]thiophen-2-amine